OC(C(=O)NC1=C(C2=C(C(OC(C2)(C)C)(C)C)S1)C(=O)N)C 2-(2-hydroxypropionylamino)-5,5,7,7-tetramethyl-5,7-dihydro-4H-thieno[2,3-c]pyran-3-carboxamide